C(CC)OB(O)O n-propyl-boric acid